2-(2-(benzyloxy)ethoxy)ethane-1-ol C(C1=CC=CC=C1)OCCOCCO